C(C)(C)(C)OC(=O)[C@H]1O[C@@H]1C1=CC=C(C=C1)OCCOCCOCCOCC (2S,3R)-3-(4-{2-[2-(2-ethoxyethoxy)ethoxy]ethoxy}phenyl)oxirane-2-carboxylic acid tert-butyl ester